FC(C1(CC1)C1=NOC(=C1)NC(N)=O)(F)F 3-(3-(1-(trifluoromethyl)cyclopropyl)isoxazol-5-yl)urea